9-bromo-N-isopropyl-2-methyl-4-oxo-2,3,4,5-tetrahydro-1H-benzo[b][1,4]diazepine-7-carboxamide BrC1=CC(=CC2=C1NC(CC(N2)=O)C)C(=O)NC(C)C